FC(C)(F)C1=NC(=CC(=N1)N1N=C(C=2C=NC(=CC21)CC(=O)N)NCC)C (1-(2-(1,1-difluoroethyl)-6-methylpyrimidin-4-yl)-3-(ethylamino)-1H-pyrazolo[4,3-c]pyridin-6-yl)acetamide